C(CCCCCCCCCCCCCCC)[N+](=CCCCCCCCCCCCCCCC)[O-] N-hexadecyl-alpha-pentadecyl-nitrone